C(C1=CC=CC=C1)OC(=O)N1[C@@H]2C[C@H]([C@H](C1)C2)OCC=2C(=NOC2C2(CC2)F)C2=C(C=CC=C2Cl)Cl (1S,4S,5R)-5-[[3-(2,6-dichlorophenyl)-5-(1-fluorocyclopropyl)-1,2-oxazol-4-yl]methoxy]-2-azabicyclo[2.2.1]heptane-2-carboxylic acid benzyl ester